2-allyl-1-(6-(2-hydroxypropan-2-yl)pyridin-2-yl)-6-((2'-methyl-spiro[cyclopropan-1,1'-isoindol]-6'-yl)amino)-1,2-dihydro-3H-pyrazolo[3,4-d]pyrimidin-3-one C(C=C)N1N(C2=NC(=NC=C2C1=O)NC1=CC=C2CN(C3(C2=C1)CC3)C)C3=NC(=CC=C3)C(C)(C)O